4-hydroxy-3-methoxyphenylglyoxylic acid OC1=C(C=C(C=C1)C(C(=O)O)=O)OC